NC(CC(=O)O)C1=CC(=CC=C1)O 3-amino-3-(3-hydroxyphenyl)propanoic acid